(4-((5,6-dimethoxy-1H-benzo[d]imidazol-1-yl)methyl)phenyl)boronic acid COC1=CC2=C(N(C=N2)CC2=CC=C(C=C2)B(O)O)C=C1OC